tert-butyl 7-(trifluoromethylsulfonyloxy)-4-azaspiro[2.5]oct-6-ene-4-carboxylate FC(S(=O)(=O)OC1=CCN(C2(CC2)C1)C(=O)OC(C)(C)C)(F)F